ethyl (Z)-2-fluoro-3-(isoxazol-3-yl)acrylate F\C(\C(=O)OCC)=C/C1=NOC=C1